1-(trifluoromethyl)cyclopentanecarboxylic acid FC(C1(CCCC1)C(=O)O)(F)F